N-[4-(4-methyl-2-phenylpiperazine-1-carbonyl)-3-(2-oxa-7-azaspiro[3.4]oct-7-yl)phenyl]cyclopropanecarboxamide CN1CC(N(CC1)C(=O)C1=C(C=C(C=C1)NC(=O)C1CC1)N1CCC2(COC2)C1)C1=CC=CC=C1